CC(C(=O)OC=1COC(C1[Se]C1=CC=CC=C1)C1=CC=C(C=C1)C)CC (5-p-methylphenyl-4-(phenylseleno)-2,5-dihydrofuran-3-yl) methylbutanoate